O1CCN(C2=C1C=CC=C2)N2CC=C(C1=CC=NC(=C21)C2=C(C(=CC(=C2)F)F)F)N2CCS(CC2)(=O)=O N-(2,3-dihydro-1,4-benzoxazin-4-yl)-4-(1,1-dioxo-1,4-thiazinan-4-yl)-8-(2,3,5-trifluorophenyl)-1,7-naphthyridine